C1(CCCC1)CN(C=1N=CC=C(C(=O)N(C)C)C1)C 6-((cyclopentylmethyl)(methyl)amino)-N,N-dimethylisonicotinamide